picolinimine N1=C(C=CC=C1)C=N